4,4''-bis{(biphenyl-4-yl)-(phenyl-d5)amino}-1,1':3',1''-terphenyl C1(=CC=C(C=C1)N(C1=CC=C(C=C1)C1=CC(=CC=C1)C1=CC=C(C=C1)N(C1=C(C(=C(C(=C1[2H])[2H])[2H])[2H])[2H])C1=CC=C(C=C1)C1=CC=CC=C1)C1=C(C(=C(C(=C1[2H])[2H])[2H])[2H])[2H])C1=CC=CC=C1